BrC=1C=NC(=NC1)N1N=CN=C1C(C)N(C1=NC=NC2=C(C=C(C=C12)C(F)(F)F)C(F)(F)F)C N-[1-[2-(5-bromopyrimidin-2-yl)-1,2,4-triazol-3-yl]ethyl]-N-methyl-6,8-bis(trifluoromethyl)quinazolin-4-amine